tert-butyl (S)-(1-(5-chloro-3-(hydroxymethyl)pyridin-2-yl)-2-methylpropyl)carbamate ClC=1C=C(C(=NC1)[C@H](C(C)C)NC(OC(C)(C)C)=O)CO